4-t-butoxycarbonyl-amino-piperidine C(C)(C)(C)OC(=O)C1CCN(CC1)N